FC1=C(C(=O)NC)C=C(C(=C1)NCC#C)OC 2-fluoro-5-methoxy-N-methyl-4-(prop-2-yn-1-ylamino)benzamide